OCC(C)N1N=CC(=C1)C(=O)N 1-(1-hydroxypropan-2-yl)-1H-pyrazole-4-carboxamide